Lithium Sulphur (5R,7S)-7-((tert-butyldimethylsilyl)oxy)-4-(cyclopropanecarbonyl)-4-azaspiro[2.4]heptane-5-carbaldehyde [Si](C)(C)(C(C)(C)C)O[C@H]1C[C@@H](N(C12CC2)C(=O)C2CC2)C=O.[S].[Li]